C1N(CC12CCCNC2)C=2C=NC1=CC=C(C=C1C2)C=2N=CNC2C2=NC(=CC=C2)C 3-(2,8-diazaspiro[3.5]nonan-2-yl)-6-[5-(6-methyl-2-pyridyl)-1H-imidazol-4-yl]quinoline